ON1N(C2=C(N1)C=CC(=C2)C2=C(C=CC=C2)CCC(=O)NCCC[SiH2]C(OCC)OCC)C(C)(C)C 2-hydroxy-3-tert-butyl-5-[2-(3-(diethoxymethylsilyl)propylamino-carbonylethyl)phenyl]-2H-benzotriazole